BrC=1C=C(C(=NC1)NC(=O)C1(CCC(CC1)(C(=O)O)C([2H])([2H])[2H])C1=C(C=CC=C1)C(C)C)OC(F)F (1r,4r)-4-((5-bromo-3-(difluoromethoxy)pyridin-2-yl)carbamoyl)-4-(2-isopropylphenyl)-1-(methyl-d3)cyclohexane-1-carboxylic acid